NCCCCC1CCC(CC1)NC1=CC=C(C=C1)C(C)(C)C N-(4-(4-aminobutyl)cyclohexyl)-4-(t-butyl)aniline